NC1CN(CC1)C1=C2C(=NC=C1)N(C(=N2)C2=CC(=C(C#N)C=C2)F)C2=C(C=C(C=C2)N2C[C@H](CC2)OC)F 4-(7-(3-aminopyrrolidin-1-yl)-3-(2-fluoro-4-((S)-3-methoxypyrrolidin-1-yl)phenyl)-3H-imidazo[4,5-b]pyridin-2-yl)-2-fluorobenzonitrile